(1R,3R,4R)-N-((S)-1-cyano-2-((S)-2-oxopyrrolidin-3-yl)ethyl)-5,5-difluoro-2-(4-methoxy-1H-indole-2-carbonyl)-2-azabicyclo[2.2.2]octane-3-carboxamide C(#N)[C@H](C[C@H]1C(NCC1)=O)NC(=O)[C@@H]1N([C@H]2CC([C@@H]1CC2)(F)F)C(=O)C=2NC1=CC=CC(=C1C2)OC